CCCCCCCCCCCCCCCCCC(=O)SCCNC(=O)CCNC(=O)[C@@H](C(C)(C)COP(=O)([O-])OP(=O)([O-])OC[C@@H]1[C@H]([C@H]([C@@H](O1)N2C=NC3=C(N=CN=C32)N)O)OP(=O)([O-])[O-])O The molecule is an acyl-CoA(4-) arising from deprotonation of phosphate and diphosphate functions of stearoyl-CoA. It has a role as a human metabolite and a Saccharomyces cerevisiae metabolite. It is a saturated fatty acyl-CoA(4-), a long-chain fatty acyl-CoA(4-) and a 3-substituted propionyl-CoA(4-). It is a conjugate base of a stearoyl-CoA.